(2S,4R)-1-{2-[5-(difluoromethyl)-1H-pyrazol-1-yl]acetyl}-4-fluoro-N-[(S)-[6-fluoro-5-(propan-2-yl)pyridin-2-yl](phenyl)methyl]pyrrolidine-2-carboxamide FC(C1=CC=NN1CC(=O)N1[C@@H](C[C@H](C1)F)C(=O)N[C@@H](C1=CC=CC=C1)C1=NC(=C(C=C1)C(C)C)F)F